COC=1C=C2C(=CN1)NC(=C2)C(=O)N[C@@H]2[C@H]([C@H]1C(CC2C1)(C)C)C 5-methoxy-N-[(1S,2S,3S,5R)-2,6,6-trimethylnorborn-3-yl]-1H-pyrrolo[2,3-c]pyridine-2-carboxamide